CC1(OC[C@@H](O1)COC(C1=NC=C(C=C1)C#CCCCCCCC#CC=1C=NC(=CC1)C(=O)OC)=O)C (R)-(2,2-dimethyl-1,3-dioxolan-4-yl)methyl-5-(10-(6-(methoxycarbonyl)pyridin-3-yl)deca-1,9-diyn-1-yl)picolinate